CN(C1CN(CC1)C1=CC=C(C=N1)CNC(=O)NC=1SC=C(N1)C(C)(C)C1=CC=C(C=C1)OC)C 1-((6-(3-(dimethylamino)-pyrrolidin-1-yl)pyridin-3-yl)methyl)-3-(4-(2-(4-methoxyphenyl)propan-2-yl)thiazol-2-yl)urea